(S)-cyclopropyl-(5-phenyl-5,6,7,8-tetrahydro-[1,2,4]triazolo[1,5-a]pyridin-2-yl)methanone C1(CC1)C(=O)C1=NN2C(CCC[C@H]2C2=CC=CC=C2)=N1